tert-butyl (R)-([3,4'-bipyridyl]-6-ylmethyl)(1-(2-fluorophenyl)ethyl)carbamate N1=CC(=CC=C1CN(C(OC(C)(C)C)=O)[C@H](C)C1=C(C=CC=C1)F)C1=CC=NC=C1